FC1=C(C(=O)N2CC=3N(C4=CC=CC=C4C3CC2)CC2=CC=C(C(=O)NO)C=C2)C=CC=C1 4-[2-(2-fluorobenzoyl)-2,3,4,9-tetrahydro-1H-β-carbolin-9-ylmethyl]-N-hydroxybenzoamide